(6S,8S)-3-(benzylamino)-N-((5,6-dihydro-4H-thieno[2,3-c]pyrrol-2-yl)methyl)-8-ethyl-4-oxo-4,6,7,8-tetrahydropyrrolo[1,2-a]pyrazine-6-carboxamide hydrochloride Cl.C(C1=CC=CC=C1)NC1=NC=C2N(C1=O)[C@@H](C[C@@H]2CC)C(=O)NCC2=CC1=C(CNC1)S2